benzyl 8-azaspiro[bicyclo[3.2.1]octane-3,2'-[1,3]dioxolane]-8-carboxylate O1C2(OCC1)CC1CCC(C2)N1C(=O)OCC1=CC=CC=C1